tert-butyl 8-methyl-9-oxo-1,8-diazaspiro[3.5]nonane-1-carboxylate CN1CCCC2(CCN2C(=O)OC(C)(C)C)C1=O